N-[4-[(2S,4S)-4-amino-2-methylpiperidine-1-sulfonyl]phenyl]acetamide N[C@@H]1C[C@@H](N(CC1)S(=O)(=O)C1=CC=C(C=C1)NC(C)=O)C